3-(benzyloxy)-4-formyl-5-hydroxyphenylacetate C(C1=CC=CC=C1)OC=1C=C(C=C(C1C=O)O)CC(=O)[O-]